[5-[3-[[tert-butoxycarbonyl(cyclopropyl)amino]methyl]azetidin-1-yl]pyrazine-2-carbonyl]oxysodium C(C)(C)(C)OC(=O)N(C1CC1)CC1CN(C1)C=1N=CC(=NC1)C(=O)O[Na]